Methyl (Z)-1-(4-amino-2-fluorobut-2-en-1-yl)-4-(3-(N-methylsulfamoyl)phenyl)-1H-benzo[d]imidazole-6-carboxylate NC\C=C(\CN1C=NC2=C1C=C(C=C2C2=CC(=CC=C2)S(NC)(=O)=O)C(=O)OC)/F